COC=1C=C(C=C(C1)C)C1=CC=C(C=C1)C(=O)NCC=1C(NC(=C2CCCCC12)C)=O 3'-methoxy-5'-methyl-N-((1-methyl-3-oxo-2,3,5,6,7,8-hexahydroisoquinolin-4-yl)methyl)-[1,1'-biphenyl]-4-carboxamide